1-[(1R)-1-aminopropyl]cyclopent-3-en-1-ol hydrochloride Cl.N[C@H](CC)C1(CC=CC1)O